CC1=CC=C(CC=2NC3=C(N2)C=CC=C3)C=C1 2-(4-methylbenzyl)benzimidazole